(1-bromo-4-fluoro-6,7-dihydro-5H-cyclopenta[c]pyridin-6-yl)methanol Tert-butyl-(3S)-3-(5-cyano-3-thienyl)isoxazolidine-2-carboxylate C(C)(C)(C)[C@]1(N(OCC1)C(=O)OCC1CC2=C(C(=NC=C2F)Br)C1)C1=CSC(=C1)C#N